5-(4-chlorophenyl)-3-(2-(3,3-difluoroazetidin-1-yl)-2-oxoethyl)-7-methyl-3H-pyrrolo[2,3-d]pyrimidin-4(7H)-one ClC1=CC=C(C=C1)C1=CN(C=2N=CN(C(C21)=O)CC(=O)N2CC(C2)(F)F)C